OC1=C(C=CC2=C(C(=CC=C12)C(=O)[O-])O)C(=O)[O-] 1,5-dihydroxy-2,6-naphthalenedicarboxylate